CC1(C(O1)C(=O)OCC)C1=CC=CC=C1 ethyl 3-methyl-3-phenyl-oxiranecarboxylate